methyl 3,4-dichlorophenylacetate ClC=1C=C(C=CC1Cl)CC(=O)OC